tert-butyl ((8-acetyl-6-cyclopropylimidazo[1,2-a]pyridin-2-yl)methyl)carbamate C(C)(=O)C=1C=2N(C=C(C1)C1CC1)C=C(N2)CNC(OC(C)(C)C)=O